4-(4,6-dichloro-5-(2-chloropropyl)pyrimidin-2-yl)morpholine ClC1=NC(=NC(=C1CC(C)Cl)Cl)N1CCOCC1